N[C@H]1CN(C[C@@H](C1)F)C=O ((3R,5R)-3-amino-5-fluoropiperidin-1-yl)methanone